CC1(CN(CCC1)C1=NC(=CC=C1)S(NC1=NC(=C(C=C1)C(F)(F)F)C1=C(C=CC=C1)CCC)(=O)=O)C(=O)O 3-methyl-1-(6-(N-(6-(2-propylphenyl)-5-(trifluoromethyl)pyridin-2-yl)sulfamoyl)pyridin-2-yl)piperidine-3-carboxylic acid